F[C@H]1[C@@H](CN(CC1)C1=NC2=C(N1CC1=NC(=NO1)C(F)(F)F)C=CC(=C2)F)N (3r,4r)-4-fluoro-1-(5-fluoro-1-((3-(trifluoromethyl)-1,2,4-oxadiazol-5-yl)methyl)-1H-benzo[d]imidazol-2-yl)piperidin-3-amine